(S)-2,2-difluoro-2-(3-(2-(2-methylazetidin-1-yl)-6-(trifluoromethyl)pyrimidin-4-yl)-1,2,4-oxadiazol-5-yl)-1-(piperazin-1-yl)ethan-1-one FC(C(=O)N1CCNCC1)(C1=NC(=NO1)C1=NC(=NC(=C1)C(F)(F)F)N1[C@H](CC1)C)F